S1N=CC=C1C=1C=2N(C=C(N1)C)C=C(N2)N 8-isothiazol-5-yl-6-methyl-imidazo[1,2-a]pyrazin-2-amine